C1(CCC1)N1N=CC=2C1=NC(=NC2N2[C@@H](CCC2)CO)NC=2N=CN(C2)C2=CC(=C(C(=C2)OC)OC)OC (S)-(1-(1-cyclobutyl-6-((1-(3,4,5-trimethoxyphenyl)-1H-imidazol-4-yl)amino)-1H-pyrazolo[3,4-d]pyrimidin-4-yl)pyrrolidin-2-yl)methanol